ClC=1C=C(C=CC1)CC(C)(C)NC1=NC(=NC(=N1)N1C(=NC2=C1C=CC=C2)C(F)F)N2CCOCC2 N-(1-(3-chlorophenyl)-2-methylpropan-2-yl)-4-(2-(difluoromethyl)-1H-benzo[d]imidazol-1-yl)-6-morpholino-1,3,5-triazin-2-amine